C(C)(C)(C)OC(N[C@H]1CN(CC1)C(=O)N1CCNCC1)=O (R)-(1-(piperazine-1-carbonyl)pyrrolidin-3-yl)carbamic acid tert-butyl ester